N[C@H](CCNC(=O)OC(C)(C)C)C=1C=C(C(=O)N[C@@H]2CN(CC2)C(=O)OC(C)(C)C)C=CC1 tert-butyl (S)-3-(3-((R)-1-amino-3-((tert-butoxycarbonyl)amino)propyl)benzamido)pyrrolidine-1-carboxylate